FC1=CC(=CC(=N1)C1=CCN(C1)C(=O)OC(C)(C)C)C tert-Butyl 4-(6-fluoro-4-methylpyridin-2-yl)-2,5-dihydro-1H-pyrrole-1-carboxylate